FC1=CC(=C(C=C1)NC(=O)C=1C=CC(=NC1)C(=O)OCC)S(=O)(=O)C ethyl 5-[(4-fluoro-2-methanesulfonylphenyl)carbamoyl]pyridine-2-carboxylate